3-{[(4-cyanophenyl)carbamoyl]amino}-3-(2-methoxyphenyl)propanoic acid C(#N)C1=CC=C(C=C1)NC(=O)NC(CC(=O)O)C1=C(C=CC=C1)OC